1,1,1,3,3,3-Hexafluoropropan-2-yl (S)-1-((2-(trifluoromethyl)pyrimidin-5-yl)carbamoyl)-6-azaspiro[2.5]octan-6-carboxylat FC(C1=NC=C(C=N1)NC(=O)[C@H]1CC12CCN(CC2)C(=O)OC(C(F)(F)F)C(F)(F)F)(F)F